FC(C(=O)O)(F)F.C1C(CC12CCNCC2)CC=2C=CC(=NC2)C2=C1CCN(C1=CC=C2)C=2C=C(C=1N(N2)C(=CN1)C(=O)N[C@H]1[C@@H](CC1)OC)NC 6-(4-(5-((7-Azaspiro[3.5]nonan-2-yl)methyl)pyridin-2-yl)indolin-1-yl)-N-((1R,2R)-2-methoxycyclobutyl)-8-(methylamino)imidazo[1,2-b]pyridazine-3-carboxamide trifluoroacetate